(E)-N-(4-((3-chloro-4-fluorophenyl)amino)-7-methoxyquinazolin-6-yl)-4-(4-(2-((2-(2,6-dioxopiperidin-3-yl)-1,3-dioxoisoindolin-4-yl)thio)acetyl)piperazin-1-yl)but-2-enamide ClC=1C=C(C=CC1F)NC1=NC=NC2=CC(=C(C=C12)NC(\C=C\CN1CCN(CC1)C(CSC1=C2C(N(C(C2=CC=C1)=O)C1C(NC(CC1)=O)=O)=O)=O)=O)OC